(4-(10-([1,1'-biphenyl]-4-yl)anthracene-9-yl)phenyl)-2-ethyl-1H-benzo[d]-imidazole C1(=CC=C(C=C1)C1=C2C=CC=CC2=C(C2=CC=CC=C12)C1=CC=C(C=C1)N1C(=NC2=C1C=CC=C2)CC)C2=CC=CC=C2